dicyanopentafluoroethyl-imidazole methyl-2-(benzhydrylideneamino)-2-[1-[(4-methoxyphenyl)methyl]-5-methyl-2-oxo-4-pyridyl]acetate COC(C(C1=CC(N(C=C1C)CC1=CC=C(C=C1)OC)=O)N=C(C1=CC=CC=C1)C1=CC=CC=C1)=O.C(#N)C1=C(N=C(N1)C(C(F)(F)F)(F)F)C#N